(4S)-2-{[(2S)-1,4-dioxan-2-yl]methyl}-4-methyl-N-[(pyrazin-2-yl)methyl]-8-(trifluoromethyl)-4,5-dihydro-2H-furo[2,3-g]indazole-7-carboxamide O1[C@H](COCC1)CN1N=C2C3=C(C[C@@H](C2=C1)C)OC(=C3C(F)(F)F)C(=O)NCC3=NC=CN=C3